FC=1C(=C(C(=C(C(=O)OC(C2=C(C(=C(C(=C2)F)F)F)S(=O)(=O)O)=O)C1)S(=O)(=O)O)F)F trifluoro-sulfo-benzoic anhydride